C1(CC1)CN1CCC2(CCCN(C2)C2=C(C(=CC=C2\C=C(\C2=NN(C=C2)C2=CN=NC=C2)/F)OC2=C(C(=CC=C2)F)F)C(F)(F)F)CC1 (Z)-9-(Cyclopropylmethyl)-2-(3-(2,3-difluorophenoxy)-6-(2-fluoro-2-(1-(pyridazin-4-yl)-1H-pyrazol-3-yl)vinyl)-2-(trifluoromethyl)phenyl)-2,9-diazaspiro[5.5]undecane